N1=C(C=CC=C1)N1C(C=CC(=C1C#N)C(F)(F)F)=O 1-(2-pyridyl)-5-trifluoromethyl-6-cyanopyridin-2-one